1-tetradecene C=CCCCCCCCCCCCC